BrCCCO 1-bromo-3-propanol